(R)-N-cyclopropyl-2-fluoro-5-(6-((1-hydroxypropan-2-yl)amino)-5-(1-methyl-1H-pyrazol-3-yl)pyridin-3-yl)-4-methylbenzamide C1(CC1)NC(C1=C(C=C(C(=C1)C=1C=NC(=C(C1)C1=NN(C=C1)C)N[C@@H](CO)C)C)F)=O